C(C1=CC=CC=C1)NC1=CC=C(C=C1)C[C@H](C(=O)O)NC(=O)OC(C)(C)C (R)-3-(4-(benzylamino)phenyl)-2-((tert-butoxycarbonyl)amino)propanoic acid